C(CCCCCCCC)C1CC=CC(O1)=O 5,6-dihydro-6-nonyl-2H-pyran-2-one